(S)-4-oxopyrrolidine-1,2-dicarboxylic acid 1-(tert-butyl) 2-methyl ester COC(=O)[C@H]1N(CC(C1)=O)C(=O)OC(C)(C)C